4-ethoxybenzylidene-succinic acid dimethyl ester COC(C(CC(=O)OC)=CC1=CC=C(C=C1)OCC)=O